BrC1=CC=CC2=CC=CC(=C12)C 1-bromo-8-methyl-naphthalene